4-(6-chloropyridin-3-yl)-1-[2-cyano-4-(trifluoromethyl)phenyl]Piperidine-4-carboxylic acid methyl ester COC(=O)C1(CCN(CC1)C1=C(C=C(C=C1)C(F)(F)F)C#N)C=1C=NC(=CC1)Cl